1-(4-(4-amino-1-cyclopropyl-1H-pyrazolo[3,4-d]pyrimidin-3-yl)-2-fluorophenyl)-3-(3-(2-fluoropropane-2-yl)isoxazol-5-yl)urea NC1=C2C(=NC=N1)N(N=C2C2=CC(=C(C=C2)NC(=O)NC2=CC(=NO2)C(C)(C)F)F)C2CC2